C1(CC1)C1=C(C(=NO1)C1=C(C=C(C=C1Cl)OC)Cl)CO[C@H]1[C@@H]2CN([C@H](C1)C2)C=2SC1=C(N2)C(=CC(=C1)C(=O)O)F 2-((1S,4S,5R)-5-((5-cyclopropyl-3-(2,6-dichloro-4-methoxyphenyl)isoxazol-4-yl)methoxy)-2-azabicyclo[2.2.1]Heptane-2-yl)-4-fluorobenzo[d]Thiazole-6-carboxylic acid